N-(pyridin-3-yl)-2'-(quinolin-3-yl)-5',6'-dihydrospiro[azetidine-3,4'-pyrrolo[1,2-b]pyrazole]-1-carboxamide N1=CC(=CC=C1)NC(=O)N1CC2(CCN3N=C(C=C32)C=3C=NC2=CC=CC=C2C3)C1